N1=CC=NC2=CC(=CC=C12)NC(C(CCC)N1C(C=C(C(=C1)OC)C1=C(C=CC(=C1)Cl)C1=NOCC1)=O)=O N-(quinoxalin-6-yl)-2-{4-[5-chloro-2-(4,5-dihydro-1,2-oxazol-3-yl)phenyl]-5-methoxy-2-oxopyridin-1(2H)-yl}pentanamide